2-((4-(4,4,5,5-Tetramethyl-1,3,2-dioxaborolan-2-yl)benzyl)oxy)ethan-1-amine CC1(OB(OC1(C)C)C1=CC=C(COCCN)C=C1)C